5-(4-methylphenyl)-2-aminopyridine CC1=CC=C(C=C1)C=1C=CC(=NC1)N